C(#N)C=1C=NN2C1C(=NC(=C2)C=2C=NN(C2)C)C=2C=CC(=NC2)N2C[C@H](CCC2)N(C(OC(C)(C)C)=O)C tert-Butyl (S)-(1-(5-(3-cyano-6-(1-methyl-1H-pyrazol-4-yl)pyrazolo[1,5-a]pyrazin-4-yl)pyridin-2-yl)piperidin-3-yl)(methyl)carbamate